COCCOCCC=C(C(=O)N)C 2-(2-methoxyethoxy)ethylmethacrylamide